2,5-dihydroxybenzene-1,4-dicarboxylate OC1=C(C=C(C(=C1)C(=O)[O-])O)C(=O)[O-]